(S)-7-(3-(4-bromothiazol-2-yl)phenyl)-6,7-dihydro-5H-pyrrolo[1,2-a]imidazol-7-ol BrC=1N=C(SC1)C=1C=C(C=CC1)[C@]1(CCN2C1=NC=C2)O